C1(CCCC1)C(N1C=C(C=2C1=NC=C(C2)C=2C(=NOC2C)C)C2=CC=C(C(=O)N)C=C2)C2=NC=CC=C2 4-(1-(cyclopentyl(pyridin-2-yl)methyl)-5-(3,5-dimethylisoxazol-4-yl)-1H-pyrrolo[2,3-b]pyridin-3-yl)benzamide